4-(2-ethoxy-3H-imidazo[4,5-b]pyridin-7-yl)-N-(2,2,2-trifluoroethyl)-1H-pyrazole-1-carboxamide C(C)OC1=NC=2C(=NC=CC2C=2C=NN(C2)C(=O)NCC(F)(F)F)N1